S1C=CC2=C1C(OCC2)C(=O)N (4,7-dihydro-5H-thieno[2,3-c]pyran-7-yl)carboxamide